C(C1=CC=CC=C1)OC(=O)C1=NC=CC=C1 pyridinecarboxylic acid benzyl ester